NC1=CC=C(C2=C1OCCO2)C(=O)N2CCC(CC2)N2CCOCC2 (8-amino-2,3-dihydrobenzo[b][1,4]dioxin-5-yl)(4-morpholinopiperidin-1-yl)methanone